Cl.N[C@H]1CN(CC1)C(=O)C1=CN(CCS1)C1=C2C(=NC=C1)NC=C2C (R)-(3-aminopyrrolidin-1-yl)(4-(3-methyl-1H-pyrrolo[2,3-b]pyridin-4-yl)-3,4-dihydro-2H-1,4-thiazin-6-yl)methanone hydrochloride